BrC1=C(C=CC(=C1)SCC(OCC)OCC)F 2-bromo-4-(2,2-diethoxyethylsulfanyl)-1-fluorobenzene